4-chloro-5-vinylisobenzofuran-1(3H)-one ClC1=C2COC(C2=CC=C1C=C)=O